7-(xylylamino)coumarin-3-formaldehyde C1(=C(C(=CC=C1)C)C)NC1=CC=C2C=C(C(OC2=C1)=O)C=O